3-(3-Benzyl-3H-imidazo[4,5-b]pyridin-2-yl)-N-(4-chloro-benzyl)-propionamide C(C1=CC=CC=C1)N1C(=NC=2C1=NC=CC2)CCC(=O)NCC2=CC=C(C=C2)Cl